ClC=1C=C2C(=NC1OC)C(=C(N2)C2=NC(=NN2)C(F)(F)F)C=2C=NNC2 6-chloro-5-methoxy-3-(1H-pyrazol-4-yl)-2-(3-(trifluoro-methyl)-1H-1,2,4-triazol-5-yl)-1H-pyrrolo[3,2-b]pyridine